osmium-tantalum [Ta].[Os]